5-[5-(Dimethylamino)-1,2,3,3a,4,5,6,6a-octahydropentalen-2-yl]-N-(3-chloro-4-fluorophenyl)-3-methyl-4-imidazolecarboxamide CN(C1CC2CC(CC2C1)C1=C(N(C=N1)C)C(=O)NC1=CC(=C(C=C1)F)Cl)C